(R)-5-(3-(2-methyl-5-((3-(trifluoromethyl)phenyl)carbamoyl)phenyl)pyrrolidin-1-yl)nicotinamide methyl-[1,2,4]triazolo[1,5-a]pyridine-6-carboxylate COC(=O)C=1C=CC=2N(C1)N=CN2.CC2=C(C=C(C=C2)C(NC2=CC(=CC=C2)C(F)(F)F)=O)[C@@H]2CN(CC2)C=2C=NC=C(C(=O)N)C2